(R)-9-fluoro-1,2,4,4a,5,6-hexahydro-[1,4]oxazino[4,3-d]pyrrolo[3',2':5,6]pyrido[3,2-b][1,4]diazepin FC1=CN=C2C1=CC1=NCC[C@H]3N(C1=N2)CCOC3